(2S)-(2-methyl-4-(2-propenoyl)-1-piperazinyl)pyrido[2,3-d]pyrimidin-2(1H)-one C[C@@H]1N(CCN(C1)C(C=C)=O)N1C(N=CC2=C1N=CC=C2)=O